N-[4-(2-tert-butylphenyl)sulfonylphenyl]-2,3,4-trihydroxy-5-[(2-prop-2-ylphenyl)methyl]benzamide C(C)(C)(C)C1=C(C=CC=C1)S(=O)(=O)C1=CC=C(C=C1)NC(C1=C(C(=C(C(=C1)CC1=C(C=CC=C1)C(C)C)O)O)O)=O